(2-(1H-indazol-6-yl)-5-(methylcarbamoyl)-1H-benzo[d]imidazol-1-yl)-3-cyclopropylpropionic acid N1N=CC2=CC=C(C=C12)C1=NC2=C(N1C(C(=O)O)CC1CC1)C=CC(=C2)C(NC)=O